O[C@@H]1[C@@]2(C[C@@H]2C([C@@H]1O)N1C2=NC(=NC(=C2N=C1)NCC1=NC=CC=C1)C=1C=NC=C(C1)OC)C(=O)NC (1S,2R,3S,5S)-2,3-dihydroxyl-N-methyl-4-(2-(5-methoxypyridin-3-yl)-6-((pyridin-2-ylmethyl)amino)-9H-purin-9-yl)bicyclo[3.1.0]hexane-1-formamide